ClCCC[Si](OC(C)C)(OC(C)C)OC(C)C (3-chloropropyl)tris(1-methylethoxy)-silane